benzyl ((S)-((R)-3,3-difluorocyclohexyl)(2-(((3R,5R)-2-oxo-5-(trifluoromethyl)piperidin-3-yl)methyl)-3-(tetrahydro-2H-pyran-4-yl)imidazo[1,2-b][1,2,4]triazin-6-yl)methyl)carbamate FC1(C[C@@H](CCC1)[C@@H](C=1N=C2N(N=C(C(=N2)C2CCOCC2)C[C@@H]2C(NC[C@@H](C2)C(F)(F)F)=O)C1)NC(OCC1=CC=CC=C1)=O)F